N-[(1,1-Dimethylethoxy)carbonyl]-O-(1,1-dimethylethyl)-L-allothreonine CC(C)(OC(=O)N[C@@H]([C@@H](OC(C)(C)C)C)C(=O)O)C